2-[4-[(E)-3-(4-Methylsulfonylphenyl)prop-2-enoyl]phenoxy]-N-[(1S,4S,5R,8S,9R,10R,12R,13R)-1,5,9-trimethyl-11,14,15,16-tetraoxatetracyclo[10.3.1.04,13.08,13]hexadecan-10-yl]acetamide CS(=O)(=O)C1=CC=C(C=C1)/C=C/C(=O)C1=CC=C(OCC(=O)N[C@H]2[C@@H]([C@@H]3CC[C@H]([C@@H]4CC[C@@]5(OO[C@]43[C@H](O2)O5)C)C)C)C=C1